4-(4-methyl-2-phenylpiperazine-1-carbonyl)-3-(3-propan-2-ylpyrrolidin-1-yl)benzonitrile CN1CC(N(CC1)C(=O)C1=C(C=C(C#N)C=C1)N1CC(CC1)C(C)C)C1=CC=CC=C1